di-tert-butyl (S)-5-(2-(2-((5-chloro-2-(1H-tetrazol-1-yl) phenyl) amino)-2-oxoacetylamino)-5-(4-methylpiperazin-1-yl)-5-oxopentanamido)-1H-indole-1,2-dicarboxylate ClC=1C=CC(=C(C1)NC(C(=O)N[C@H](C(=O)NC=1C=C2C=C(N(C2=CC1)C(=O)OC(C)(C)C)C(=O)OC(C)(C)C)CCC(=O)N1CCN(CC1)C)=O)N1N=NN=C1